CN(C=1C(=NC=C(C1)C=1N=CC2=C(C=CC=C2C1)C1=CC2=C(N(C(N2C)=O)C)C(=C1)C(C)C)C(=O)OC(C)(C)C)C tert-butyl 3-(dimethylamino)-5-(8-(7-isopropyl-1,3-dimethyl-2-oxo-2,3-dihydro-1H-benzo[d]imidazol-5-yl)isoquinolin-3-yl)picolinate